triethylamine 4-((2-(2-(2-(((2R,3R,4R,5R,6R)-3-acetamido-4,5-diacetoxy-6-(acetoxymethyl)tetrahydro-2H-pyran-2-yl)oxy)ethoxy)ethoxy)ethyl)amino)-4-oxobutanoate C(C)(=O)N[C@H]1[C@@H](O[C@@H]([C@@H]([C@@H]1OC(C)=O)OC(C)=O)COC(C)=O)OCCOCCOCCNC(CCC(=O)O)=O.C(C)N(CC)CC